(S)-2-(benzyloxycarbonylamino)-3-methylbutyric acid C(C1=CC=CC=C1)OC(=O)N[C@H](C(=O)O)C(C)C